tert-butyl (1-methyl-2-oxo-8-phenoxy-1,2,3,4-tetrahydroquinolin-3-yl)carbamate CN1C(C(CC2=CC=CC(=C12)OC1=CC=CC=C1)NC(OC(C)(C)C)=O)=O